NC=1C=C(C(C(=O)O)=CC1)O.N1=CC=CC(=C1)C1N(C)CCC1 nicotine 4-aminosalicylic acid salt